OC1=C(C(=C(C(=C1CCC(=C)C)O)CCC(=C)C)O)CC(CC)=O 1-(2,4,6-trihydroxy-3,5-diisopentenylphenyl)butanone